(1S,6R)-3,9-diazabicyclo[4.2.1]Nonane-9-carboxylic acid tert-butyl ester C(C)(C)(C)OC(=O)N1[C@@H]2CNCC[C@H]1CC2